2-[[5-(2,5-Dichlorophenyl)-2-furanyl]methylene]-2,3-dihydro-1H-inden-1-one ClC1=C(C=C(C=C1)Cl)C1=CC=C(O1)C=C1C(C2=CC=CC=C2C1)=O